NC(CCN(C(C(F)Cl)=O)NC(=O)[C@H](CC(C)C)NC(=O)C=1NC=CN1)=O |r| N-[rac-(1S)-1-[[(3-amino-3-oxo-propyl)-(2-chloro-2-fluoroacetyl)amino]carbamoyl]-3-methyl-butyl]-1H-imidazole-2-carboxamide